C(C)(=O)N1CCC(CC1)C=1SC2=C(N1)C=C(C=C2)[C@@H]2N(C[C@H](CC2)C)C(C(=O)NC=2C=NC(=C(C2)C)N)=O 2-((2R,5S)-2-(2-(1-acetylpiperidin-4-yl)benzo[d]thiazol-5-yl)-5-methylpiperidin-1-yl)-N-(6-amino-5-methylpyridin-3-yl)-2-oxoacetamide